5-(3,3-difluoropiperidin-4-yl)-2-(3,4-dimethoxyphenyl)-3-isopropyl-1H-indole FC1(CNCCC1C=1C=C2C(=C(NC2=CC1)C1=CC(=C(C=C1)OC)OC)C(C)C)F